1-[(2,4-difluorophenyl)methyl]-3-[(1,2-dimethyl-1H-indol-5-yl)methyl]-1-(1-methylpiperidin-4-yl)urea FC1=C(C=CC(=C1)F)CN(C(=O)NCC=1C=C2C=C(N(C2=CC1)C)C)C1CCN(CC1)C